COC1CC12CCC2 methoxyspiro[2.3]hexan